3-oxo-4-(prop-2-yn-1-yl)piperazine-1-carboxylic acid benzyl ester C(C1=CC=CC=C1)OC(=O)N1CC(N(CC1)CC#C)=O